3-bromo-9H-carbazole-1,2,4,5,6,7,8-d7 BrC1=C(C(=C2NC3=C(C(=C(C(=C3C2=C1[2H])[2H])[2H])[2H])[2H])[2H])[2H]